C(C)N(CC(=O)N1CCN(CC1)C=1C=NC(=CC1)C1=NNC(=C1C(C)C)C=1C=C(C=2N(C1)N=CN2)OC)CC 2-(diethylamino)-1-(4-(6-(4-isopropyl-5-(8-methoxy-[1,2,4]triazolo[1,5-a]pyridin-6-yl)-1H-pyrazol-3-yl)pyridin-3-yl)piperazin-1-yl)ethan-1-one